C(C1=CC=CC=C1)N1N=CC(=C1)C(=O)N1CC2(CN(C2)C(=O)[C@@H]2C(C2)(C)C)C(C1)C(CC#N)=O 3-(6-(1-benzyl-1H-pyrazole-4-carbonyl)-2-((S)-2,2-dimethylcyclopropane-1-carbonyl)-2,6-diazaspiro[3.4]octan-8-yl)-3-oxopropanenitrile